ClC(C1=NC(=NO1)C1=C(N=C2N1C=CC=C2)C(=O)N=S(C2=CC=CC=C2)(=O)C)(F)F (5-(chlorodifluoromethyl)-1,2,4-oxadiazol-3-yl)-N-(methyl(oxo)(phenyl)-λ6-sulfaneylidene)imidazo[1,2-a]pyridine-2-carboxamide